2-oxo-3-(piperidin-4-yl)-2,3-dihydro-1H-benzo[d]imidazole-4-carbonitrile O=C1N(C2=C(N1)C=CC=C2C#N)C2CCNCC2